2,2',2''-(10-((5-fluoropyridin-2-yl)methyl)-1,4,7,10-tetraazacyclododecane-1,4,7-triyl)triacetic acid FC=1C=CC(=NC1)CN1CCN(CCN(CCN(CC1)CC(=O)O)CC(=O)O)CC(=O)O